CN1CCN(CC1)CCC1(NC(=NC(=N1)NC1=CC=CC=C1)NCC=1C=NC=CC1)N 2-(2-(4-methylpiperazin-1-yl)ethyl)-N4-phenyl-N6-(pyridin-3-ylmethyl)-1,3,5-triazine-2,4,6-triamine